methyl-4-((1-ethyl-2-azaspiro[3.4]octan-2-yl)methyl)-3-fluorobenzoate COC(C1=CC(=C(C=C1)CN1C(C2(C1)CCCC2)CC)F)=O